FC(COC1=C(C=CC(=C1)F)C1=NC=CC2=C1CN(C2=O)C2=CC=C(C=C2)C2(CCC2)O)F 4-[2-(2,2-difluoroethoxy)-4-fluorophenyl]-2-[4-(1-hydroxycyclobutyl)phenyl]-2,3-dihydro-1H-pyrrolo[3,4-c]pyridin-1-one